FC1C(CCCC1)P(OCC1=C(C=CC=C1)F)([O-])=O (2-fluorophenyl)methyl (2-fluorocyclohexyl)phosphonate